N,N-dimethyl-1-(7-nitro-1H-indol-3-yl)methylamine CN(C)CC1=CNC2=C(C=CC=C12)[N+](=O)[O-]